C(C)(C)(C)P(C1=C(C(=CC=C1OC)C)C1=C(C=C(C=C1C(C)C)C(C)C)C(C)C)C(C)(C)C Di-tert-butyl-[6-methoxy-3-methyl-2-(2,4,6-triisopropylphenyl)-phenyl]phosphane